FC=1C=CC(=C(C=O)C1)C=1N(C=CN1)COCC[Si](C)(C)C 5-fluoro-2-(1-{[2-(trimethylsilyl)ethoxy]methyl}-1H-imidazol-2-yl)benzaldehyde